COC1=NC=CC(=C1)COC1CN(C1)CC1=CN=C(S1)NC(C)=O N-(5-((3-((2-methoxypyridin-4-yl)methoxy)azetidin-1-yl)methyl)thiazol-2-yl)acetamide